C(C1=CC=CC=C1)OC(=O)N1CCC(CC1)C1=CC2=C(C(=N1)C1=CC=C(C=C1)CNC(C1=C(C=CC(=C1)F)OC)=O)C(=NN2)N 4-(3-amino-4-(4-((5-fluoro-2-methoxybenzamido)methyl)phenyl)-1H-pyrazolo[4,3-c]pyridin-6-yl)piperidine-1-carboxylic acid benzyl ester